COC(C(C(C)C)=O)=O 3-methyl-2-oxobutanoic acid methyl ester